4,6-difluoro-1H-indole-3-carbaldehyde FC1=C2C(=CNC2=CC(=C1)F)C=O